BrC1=C(C=C(C=C1C)C)C 2-bromo-1,3,5-trimethylbenzene